1,5-bis(4-aminophenoxy)heptane NC1=CC=C(OCCCCC(CC)OC2=CC=C(C=C2)N)C=C1